N-[(2S)-5-{[(1R,2S)-2-(4-fluorophenyl)cyclopropyl]amino}-1-(4-methylpiperazin-1-yl)-1-oxopentan-2-yl]-4-(1H-1,2,3-triazol-1-yl)benzamide, bis-tosylate salt S(=O)(=O)(O)C1=CC=C(C)C=C1.S(=O)(=O)(O)C1=CC=C(C)C=C1.FC1=CC=C(C=C1)[C@H]1[C@@H](C1)NCCC[C@@H](C(=O)N1CCN(CC1)C)NC(C1=CC=C(C=C1)N1N=NC=C1)=O